FC(F)C1=NN(C=C1C(=O)NC1=C2C(CC(C2=CC=C1)(C)C)C)C (difluoromethyl)-1-methyl-N-(1,1,3-trimethyl-2,3-dihydro-1H-inden-4-yl)-1H-pyrazole-4-carboxamide